C1(CC1)N1N=C2C(=NN(C(C2=C1)=O)CC(=O)NC=1OC=CN1)C(C)C 2-(2-Cyclopropyl-7-isopropyl-4-oxo-2,4-dihydro-5H-pyrazolo[3,4-d]pyridazin-5-yl)-N-(oxazol-2-yl)acetamide